4-(5,5-difluoro-4-hydroxy-3-(perfluoroethyl)-4,5,6,7-tetrahydro-1H-indol-1-yl)-2-(difluoromethyl)benzonitrile FC1(C(C=2C(=CN(C2CC1)C1=CC(=C(C#N)C=C1)C(F)F)C(C(F)(F)F)(F)F)O)F